dimethyloctadecyl-(3-trimethoxysilyl-propyl)ammonium chloride [Cl-].C[N+](CCC[Si](OC)(OC)OC)(CCCCCCCCCCCCCCCCCC)C